N-[6-(5-chloro-1,3-benzoxazol-2-yl)spiro[3.3]Heptane-2-yl]-5-[(S)-cyclopropylmethylsulfinyl]Furan-2-carboxamide ClC=1C=CC2=C(N=C(O2)C2CC3(CC(C3)NC(=O)C=3OC(=CC3)[S@@](=O)CC3CC3)C2)C1